O=C1NC(CCC1N1C(C2=CC=CC(=C2C1=O)N1CC2(C1)CNC2)=O)=O 2-(2,6-dioxopiperidin-3-yl)-4-(2,6-diazaspiro[3.3]heptan-2-yl)isoindoline-1,3-dione